2-((3R)-4-(3-(2-Fluoro-4-(trifluoromethyl)phenyl)pyrrolidin-1-yl)-3-hydroxybutyl)isoindoline-1,3-dione FC1=C(C=CC(=C1)C(F)(F)F)C1CN(CC1)C[C@@H](CCN1C(C2=CC=CC=C2C1=O)=O)O